FCC(CF)N1C[C@@H](CC1)OC1=C(C=C(C=C1)S(=O)(=O)NC(C1=C(C=CC=C1)OC=1C=C2C(=NC1)NC=C2)=O)[N+](=O)[O-] N-[(4-{[(3R)-1-(1,3-difluoropropan-2-yl)pyrrolidin-3-yl]oxy}-3-nitrophenyl)sulfonyl]-2-(1H-pyrrolo[2,3-b]pyridin-5-yloxy)benzamide